N-propargyl-1,8-naphthalenediamide C(C#C)NC(=O)C1=CC=CC2=CC=CC(=C12)C(=O)N